methyl-5-(ethoxy-d5)-N-(2-fluorophenyl)pyridine CC1N(C=C(C=C1)OC(C([2H])([2H])[2H])([2H])[2H])C1=C(C=CC=C1)F